FC(C(=O)O)(F)F.N[C@@H](CCCNC(N)=N)C(=O)O L-arginine trifluoroacetate